5H-1,6-naphthyridine-3-carboxamide N1=CC(=CC=2CNC=CC12)C(=O)N